trans-tert-butyl 3-methyl-4-(3-(pyridin-4-yl)-1H-pyrazol-5-yl)pyrrolidine-1-carboxylate C[C@@H]1CN(C[C@H]1C1=CC(=NN1)C1=CC=NC=C1)C(=O)OC(C)(C)C